2-[(prop-2-en-1-yl)amino]-1,3-thiazole-4-carboxylic acid potassium salt [K+].C(C=C)NC=1SC=C(N1)C(=O)[O-]